NC1=CC=C(C(=C1N1CCC(CC1)O)F)F 1-(6-amino-2,3-difluoro-phenyl)piperidin-4-ol